1,3,5-tris[4-(1-butylpyridin-1-ium-4-yl)phenyl]benzene Tert-butyl-(S)-(1-(5-decylbenzo[d]oxazol-2-yl)pyrrolidin-3-yl)carbamate C(C)(C)(C)N(C([O-])=O)[C@@H]1CN(CC1)C=1OC2=C(N1)C=C(C=C2)CCCCCCCCCC.C(CCC)[N+]2=CC=C(C=C2)C2=CC=C(C=C2)C2=CC(=CC(=C2)C2=CC=C(C=C2)C2=CC=[N+](C=C2)CCCC)C2=CC=C(C=C2)C2=CC=[N+](C=C2)CCCC.C(C)(C)(C)N(C([O-])=O)[C@@H]2CN(CC2)C=2OC1=C(N2)C=C(C=C1)CCCCCCCCCC.C(C)(C)(C)N(C([O-])=O)[C@@H]1CN(CC1)C=1OC2=C(N1)C=C(C=C2)CCCCCCCCCC